C(C)(C)(C)OC(=O)N1CCN(CC1)C1=CC2=C(NC(O2)=O)C=C1 4-(2-oxo-3H-1,3-benzoxazol-6-yl)piperazine-1-carboxylic acid tert-butyl ester